4,4'',5'-tri-tert-butyl-N-(4''-(tert-butyl)-5'-(4-(tert-butyl)phenyl)-[1,1':3',1''-terphenyl]-4-yl)-[1,1':3',1''-terphenyl]-2'-amine C(C)(C)(C)C1=CC=C(C=C1)C1=C(C(=CC(=C1)C(C)(C)C)C1=CC=C(C=C1)C(C)(C)C)NC1=CC=C(C=C1)C1=CC(=CC(=C1)C1=CC=C(C=C1)C(C)(C)C)C1=CC=C(C=C1)C(C)(C)C